(3R)-7-bromo-6-chloro-5-(2,6-difluorophenyl)-3-(methoxymethyl)-1,3-dihydro-1,4-benzodiazepine BrC=1C=CC2=C(C(=N[C@H](CN2)COC)C2=C(C=CC=C2F)F)C1Cl